3-(difluoromethyl)-5-(4-methoxybenzyl)-1-(2-(3-oxo-3-(4-(5-(trifluoromethyl)pyrimidin-2-yl)piperazin-1-yl)propoxy)ethyl)-1,5-dihydro-4H-pyrazolo[3,4-d]pyridazin-4-one FC(C1=NN(C=2C=NN(C(C21)=O)CC2=CC=C(C=C2)OC)CCOCCC(N2CCN(CC2)C2=NC=C(C=N2)C(F)(F)F)=O)F